C(C)(C)(C)OC(=O)N1CCC(CC1)CCO.OCCC1CCN(CC1)C(=O)OC(C)(C)C tert-butyl 4-(2-hydroxyethyl)piperidine-1-carboxylate tert-butyl-4-(2-hydroxyethyl)piperidine-1-carboxylate